3-(4-amino-7-(1-ethyl-1H-pyrazol-5-yl)-2-(pyridin-2-ylmethyl)-2H-[1,2,3]triazolo[4,5-c]pyridin-6-yl)benzonitrile NC1=NC(=C(C=2C1=NN(N2)CC2=NC=CC=C2)C2=CC=NN2CC)C=2C=C(C#N)C=CC2